2-(2-((5-(1-aminoisoquinolin-5-yl)-1-(2-fluoroethyl)-1H-indazol-3-yl)methoxy)phenyl)acetic acid NC1=NC=CC2=C(C=CC=C12)C=1C=C2C(=NN(C2=CC1)CCF)COC1=C(C=CC=C1)CC(=O)O